C(C1=CC=CC=C1)N(C(C(=O)OCC(F)(F)F)=O)C(C)CC 2,2,2-trifluoroethyl 2-[benzyl(sec-butyl)amino]-2-oxo-acetate